C(C)C=1C(=CC=C2C=C(C=C(C12)C1=C(C=C2C(=NC(=NC2=C1F)F)N1CCOC[C@](C1)(O)C)F)OCOC)F (6S)-4-(7-(8-ethyl-7-fluoro-3-(methoxymethoxy)naphthalen-1-yl)-2,6,8-trifluoroquinazolin-4-yl)-6-methyl-1,4-oxazepan-6-ol